NCC1=CC=C(C=C1)CSC1=CC(=NN1)C1C(CN(C1)C(C(C)(C)C)=O)=O 4-[5-({[4-(aminomethyl)phenyl]methyl}sulfanyl)-1H-pyrazol-3-yl]-1-(2,2-dimethylpropanoyl)pyrrolidin-3-one